FC(C1=NC=C(C=N1)C(=O)NC=1C=CC(=NC1)C=1N=NN(C1NC(O[C@H](C)C=1C(=NC=C(C1)F)Cl)=O)C)F (R)-1-(2-chloro-5-fluoropyridin-3-yl)ethyl (4-(5-(2-(difluoro-methyl) pyrimidine-5-carboxamido) pyridin-2-yl)-1-methyl-1H-1,2,3-triazol-5-yl)carbamate